(3-(4-(2,4-Dimethylpyridin-3-yl)benzyl)-1,2,3-oxadiazol-3-ium-5-yl)((2-(trifluoromethyl)pyridin-4-yl)carbamoyl)amide CC1=NC=CC(=C1C1=CC=C(C[N+]2=NOC(=C2)[N-]C(NC2=CC(=NC=C2)C(F)(F)F)=O)C=C1)C